NC=1C=C2C(=CN(C2=CC1)CC1=CC(=CC=C1)C(F)(F)F)C#N 5-amino-1-(3-(trifluoromethyl)benzyl)-1H-indole-3-carbonitrile